5-(3,3-difluoropyrrolidin-1-yl)hexanoic acid FC1(CN(CC1)C(CCCC(=O)O)C)F